N-(4-Amino-2-tetrahydropyran-2-yl-pyrazolo[4,3-c]pyridin-7-yl)-2-oxo-2-[rac-(2R,5S)-2-(2,3-dihydrobenzofuran-6-yl)-5-methyl-1-piperidyl]acetamide NC1=NC=C(C=2C1=CN(N2)C2OCCCC2)NC(C(N2[C@H](CC[C@@H](C2)C)C2=CC1=C(CCO1)C=C2)=O)=O |r|